OC(C1=C(C=CC=C1)OC)C1=C(C#N)C=CC=C1 (hydroxy(2-methoxyphenyl)methyl)benzonitrile